7-(2,7-Dimethyloxazolo[5,4-b]pyridin-5-yl)-2-[(3S,4S)-3-fluoro-4-piperidyl]thiazolo[3,2-a]pyrimidin-5-on CC=1OC2=NC(=CC(=C2N1)C)C=1N=C2N(C(C1)=O)C=C(S2)[C@@H]2[C@@H](CNCC2)F